6-(2-amino-5-(4-(1-ethylpiperidin-3-yl)phenyl)pyridin-3-yl)-3,4-dihydroisoquinolin-1(2H)-one NC1=NC=C(C=C1C=1C=C2CCNC(C2=CC1)=O)C1=CC=C(C=C1)C1CN(CCC1)CC